BrC=1C=C(C(=NC1)F)C(F)F 5-bromo-3-(difluoromethyl)-2-fluoro-pyridine